(S)-2-((tert-Butoxycarbonyl)amino)-4-isopropoxy-4-oxobutanoic acid C(C)(C)(C)OC(=O)N[C@H](C(=O)O)CC(=O)OC(C)C